NCC(=O)NC1=CC=2C(=C3C(=NC2C=C1F)C1=CC2=C(C(N1C3)=O)COC([C@]2(O)CC)=O)CO (S)-2-amino-N-(4-ethyl-8-fluoro-4-hydroxy-11-(hydroxymethyl)-3,14-dioxo-3,4,12,14-tetrahydro-1H-pyrano[3',4':6,7]indolizino[1,2-b]quinolin-9-yl)acetamide